(9Z,12Z)-Octadeca-9,12-dien-1-yl (S)-3-(7,8-dimethoxy-4-oxobenzo[4,5]thieno[3,2-d]pyrimidin-3(4H)-yl)-2-methylpropanoate COC1=CC2=C(C=3N=CN(C(C3S2)=O)C[C@@H](C(=O)OCCCCCCCC\C=C/C\C=C/CCCCC)C)C=C1OC